N-((2R,3S)-3-amino-2-hydroxy-4-phenylbutyl)-N-cyclopropyl-4-methoxybenzenesulfonamide N[C@H]([C@@H](CN(S(=O)(=O)C1=CC=C(C=C1)OC)C1CC1)O)CC1=CC=CC=C1